S(=O)(=O)(O)C(CCOCCCCOCCC(C)S(=O)(=O)O)C 1,4-bis(3-sulfobutoxy)butane